benzoic acid-d C(C1=CC=CC=C1)(=O)O[2H]